FC(C(O)C1=CN=C(S1)C1=NC(=NC=C1C(F)(F)F)N[C@@H]1[C@@H](CN(CC1)S(=O)(=O)C)C)F 2,2-difluoro-1-(2-(2-(((3R,4S)-3-methyl-1-(methylsulfonyl)piperidin-4-yl)amino)-5-(trifluoromethyl)pyrimidin-4-yl)thiazol-5-yl)ethan-1-ol